methyl-2,4-cyclohexanedimethylamine CC1C(CC(CC1)CN)CN